Ethyl 6-diazo-2-(((1-(methacryloyloxy) ethoxy) carbonyl) amino)-5-oxohexanoate [N+](=[N-])=CC(CCC(C(=O)OCC)NC(=O)OC(C)OC(C(=C)C)=O)=O